5-(bromomethyl)-1-oxoisoindoline BrCC=1C=C2CNC(C2=CC1)=O